CS(=O)(=O)C1=NC=C(C=N1)C=1C=C(C(=O)NCCNC(OC(C)(C)C)=O)C=C(C1)C=1C=NC(=NC1)S(=O)(=O)C tert-butyl (2-(3,5-bis(2-(methylsulfonyl)pyrimidin-5-yl)benzamido)ethyl)carbamate